C(C)(C)(C)OC(=O)N1CC(CC1)(CCC1=CC=CC=C1)C1OCC1(C)C 3-(3,3-dimethyloxetan-2-yl)-3-phenethylpyrrolidine-1-carboxylic acid tert-butyl ester